4-[4-(4-fluorophenyl)-2-(4-methylsulfinylphenyl)-1H-imidazol-5-yl]pyridine FC1=CC=C(C=C1)C=1N=C(NC1C1=CC=NC=C1)C1=CC=C(C=C1)S(=O)C